5-Bromo-N-[(4-methoxyphenyl)methyl]-N-methyl-6-[[4-(pentafluoro-λ6-mercapto)phenyl]methylamino]pyridine-3-sulfonamide BrC=1C=C(C=NC1NCC1=CC=C(C=C1)S(F)(F)(F)(F)F)S(=O)(=O)N(C)CC1=CC=C(C=C1)OC